C(C)(=O)OC(COC(C)(C)C)C propylene glycol monot-butyl ether acetate